FC1=CC=C(C2=C1C=CO2)C=O 4-fluorobenzofuran-7-carbaldehyde